ethyl-3-(3-benzoylthioureido)-2',3'-dihydrospiro[cyclohexane-1,1'-inden] C(C)C1C2(C3=CC=CC=C3C1)CC(CCC2)NC(=S)NC(C2=CC=CC=C2)=O